6-methyl-2-(3,3,3-trifluoropropoxy)pyrimidine CC1=CC=NC(=N1)OCCC(F)(F)F